FC1=CC=C(C2=C1N=C(O2)[C@H]2N(CCC1=C2N=CN1)C(=O)C=1OC(=NN1)C1=NC=CC=C1F)F (S)-(4-(4,7-difluorobenzo[d]oxazol-2-yl)-6,7-dihydro-1H-imidazo[4,5-c]pyridin-5(4H)-yl)(5-(3-fluoropyridin-2-yl)-1,3,4-oxadiazol-2-yl)methanone